4-(4-((1R,5S)-3,8-diazabicyclo[3.2.1]oct-3-yl)-8-fluoro-2-(((2S,4R)-4-fluoro-1-methylpyrrolidin-2-yl)methoxy)-5-(propynyl)pyrido[4,3-d]pyrimidin-7-yl)-5-ethyl-6-fluoronaphthalen-2-ol [C@H]12CN(C[C@H](CC1)N2)C=2C1=C(N=C(N2)OC[C@H]2N(C[C@@H](C2)F)C)C(=C(N=C1C#CC)C1=CC(=CC2=CC=C(C(=C12)CC)F)O)F